methyl 2-[(1R,4R)-2-oxa-5-azabicyclo[2.2.1]heptan-5-yl]-5,7-dihydrofuro[3,4-b]pyridine-3-carboxylate [C@H]12OC[C@H](N(C1)C1=C(C=C3C(=N1)COC3)C(=O)OC)C2